ClCC(=O)OC\C=C(/C)\CCC[C@H](C)CCC[C@H](C)CCCC(C)C phytyl chloroacetate